tert-butyl (S)-2-((tert-butoxycarbonyl)amino)-5-hydroxypentanoate C(C)(C)(C)OC(=O)N[C@H](C(=O)OC(C)(C)C)CCCO